BrC=1C=C(C2=CN(N=C2C1Cl)CC(=O)OCC)Cl ethyl 2-(6-bromo-4,7-dichloro-2H-indazol-2-yl)acetate